C(C)OC(C)C ethyl-isopropylether